O[C@@](C([N+](C([2H])([2H])[2H])(C([2H])([2H])[2H])C)([2H])[2H])(CC([O-])=O)[2H] L-carnitine-d9